[Pb].[Sr] strontium-lead